FC1=C(C(=CC=C1)F)C=1C2=C(N(N=C2C=CC1)C)N1C(N2C(=C1)C[C@@H](C2)NS(=O)(=O)C)=O N-{(6S)-2-[4-(2,6-difluorophenyl)-2-methyl-2H-indazol-3-yl]-3-oxo-2,5,6,7-tetrahydro-3H-pyrrolo[1,2-c]imidazol-6-yl}methanesulfonamide